(2-fluorophenyl)-4H-benzo[d][1,3]oxazin-4-one FC1=C(C=CC=C1)C=1OC(C2=C(N1)C=CC=C2)=O